C1(CC1)C=1C=C(C=NC1)C=1C(=NC=C(C1)F)C1(C=C(C(C(C1)(C)C)=O)C#N)OC 3-(5'-cyclopropyl-5-fluoro[3,3'-bipyridin]-2-yl)-3-methoxy-5,5-dimethyl-6-oxocyclohex-1-ene-1-carbonitrile